methyl 2-(3-((tert-butoxycarbonyl)amino)prop-1-yn-1-yl)benzoate C(C)(C)(C)OC(=O)NCC#CC1=C(C(=O)OC)C=CC=C1